5-Chloro-6,7-difluoro-N-((3R,4R)-4-hydroxypyrrolidin-3-yl)-1H-indole-2-carboxamide ClC=1C=C2C=C(NC2=C(C1F)F)C(=O)N[C@@H]1CNC[C@H]1O